i-propyl furfuryl ether C(C1=CC=CO1)OC(C)C